C1(CCCC1)C1(NC(=CC=C1N)C=1C=NC=CC1)N 2-cyclopentyl-6-(3-pyridinyl)pyridine-2,3-diamine